CN(CCCNC(=O)C1=NC2=CC=CC=C2N=C1NC1=CC=C(C=C1)OC)C N-(3-(Dimethylamino)propyl)-3-((4-methoxyphenyl)amino)quinoxaline-2-carboxamide